N-([1,2,4]triazolo[4,3-a]pyridin-3-yl)-3-(1-(3-nitrophenyl)piperidin-4-yl)propanamide N=1N=C(N2C1C=CC=C2)NC(CCC2CCN(CC2)C2=CC(=CC=C2)[N+](=O)[O-])=O